C(#N)C1=C(N=C2N(C1=O)C=C(C=C2[C@@H](C)NC2=C(C(=O)O)C=CC=C2)C)N2CC(C2)C(F)F (R)-2-((1-(3-cyano-2-(3-(difluoromethyl)azetidin-1-yl)-7-methyl-4-oxo-4H-pyrido[1,2-a]pyrimidin-9-yl)ethyl)amino)benzoic acid